C=1N=CN2C1C1=CC=CC=C1[C@H]2C2=NN1C(C(CCCC1)O)=C2 ((S)-5H-imidazo[5,1-a]isoindol-5-yl)-5,6,7,8-tetrahydro-4H-pyrazolo[1,5-a]azepin-4-ol